CC1=C(OC(C(=O)O)(C)C)C(=CC(=C1)\C=C\C(=O)C=1OC2=C(C1)C(=CC=C2)SC)C (E)-2-(2,6-dimethyl-4-(3-(4-(methylthio)benzofuran-2-yl)-3-oxoprop-1-en-1-yl)phenoxy)-2-methylpropanoic acid